Cl.C(C)N=C=NCCCN(C)C Ethyl-3-[3-dimethylaminopropyl]carbodiimide Hydrochloride